C(C)(C)(C)N1N=CC(=C1)C1=NC(=C2C=CC=NC2=C1)O[C@H](C)[C@@H]1CNCCO1 7-(1-tert-butyl-1H-pyrazol-4-yl)-5-[(1R)-1-[(2S)-morpholin-2-yl]ethoxy]-1,6-naphthyridine